C(CCCCCCCCCCC)N1C2=C(C=C(C=C2C=2C=C(C=C(C12)C1=NC=CC=C1)C1=NC=CC=C1)C1=NC=CC=C1)C1=NC=CC=C1 9-dodecyl-1,3,6,8-tetra(pyridine-2-yl)-9H-carbazole